O1COC2=C1C=CC=C2CN2[C@H](CCCC2)C(=O)NC=2OC(=NN2)C (2R)-1-(1,3-benzodioxol-4-ylmethyl)-N-(5-methyl-1,3,4-oxadiazol-2-yl)piperidine-2-carboxamide